CC(CO)(C(CC(C)C)O)O 2,5-dimethyl-1,2,3-hexanetriol